1-tert-butyl-3-{(1S,3R)-3-[(propylcarbamoyl)oxy]cyclopentyl}-1H-pyrazol C(C)(C)(C)N1N=C(C=C1)[C@@H]1C[C@@H](CC1)OC(NCCC)=O